3-(5-((3,4-dimethylbenzyl)amino)-7-methoxy-[1,2,4]triazolo[1,5-c]quinazolin-2-yl)cyclohexan-1-one CC=1C=C(CNC2=NC=3C(=CC=CC3C=3N2N=C(N3)C3CC(CCC3)=O)OC)C=CC1C